(R)-2-methyl-N-((R)-1-((S)-9-methyl-1,2,4a,5-tetrahydro-4H-[1,4]oxazino[4',3':4,5][1,4]oxazino[2,3-b]quinoxalin-11-yl)ethyl)propane-2-sulfinamide CC(C)(C)[S@@](=O)N[C@H](C)C=1C=2N=C3C(=NC2C=C(C1)C)OC[C@H]1N3CCOC1